(Z)-3-(3-(3,5-bis(trifluoromethyl)phenyl)-1H-1,2,4-triazol-1-yl)-N-(6-oxo-5-azaspiro[2.4]heptan-5-yl)acrylamide FC(C=1C=C(C=C(C1)C(F)(F)F)C1=NN(C=N1)\C=C/C(=O)NN1CC2(CC2)CC1=O)(F)F